CC1=C(C=C(C(=C1)C1=CC=NC=C1)C)C1=CC=NC=C1 4,4'-(2,5-dimethyl-1,4-phenylene)dipyridine